1,2,5-trimethyl-benzaldehyde CC1(C=O)C(C=CC(=C1)C)C